FC=1C=C(C=CC1C=1N=C2SCCCN2C(C1C#N)=O)C1=CC=C(C=C1)C 8-{3-fluoro-4'-methyl-[1,1'-biphenyl]-4-yl}-6-oxo-2H,3H,4H,6H-pyrimido[2,1-b][1,3]thiazine-7-carbonitrile